2-[(6-{[(5,6-dichloro-1-naphthyl)oxy]methyl}-5-fluoropyridin-3-yl)oxy]-N,N-diethyl-ethylamine ClC1=C2C=CC=C(C2=CC=C1Cl)OCC1=C(C=C(C=N1)OCCN(CC)CC)F